3,5-dibromo-4-cyanopyrazol-1-yl-2-(methoxymethyl)pyrrolidine-1-carboxylate BrC1=NN(C(=C1C#N)Br)C1(N(CCC1)C(=O)[O-])COC